C1(CC1)NC1=NC(=NC(=C1)N1CC(CCC1)C1=CN=C2N1C=CC=C2)N N4-cyclopropyl-6-(3-(imidazo[1,2-a]pyridin-3-yl)piperidin-1-yl)pyrimidine-2,4-diamine